1-(tert-butyl)-5-formyl-3-methyl-1H-pyrazole-4-carboxylic acid ethyl ester C(C)OC(=O)C=1C(=NN(C1C=O)C(C)(C)C)C